1,8-bis(di-methylamino)naphthalene CN(C1=CC=CC2=CC=CC(=C12)N(C)C)C